NC1=NC2=C(C=C(C=C2C=N1)C1=C(C=CC=C1)Cl)C=1C=C(C=CC1)NC(C=C)=O N-(3-(2-amino-6-(2-chlorophenyl)-quinazolin-8-yl)phenyl)acrylamide